N[C@@H](CN1C(C=2C=C3C(=CC2CC1)N(C(=N3)C=3N(C1=C(C=CC=C1C3)C#N)CC3=CC=NO3)C)=O)CF (S)-2-(6-(2-amino-3-fluoropropyl)-1-methyl-5-oxo-5,6,7,8-tetrahydro-1H-imidazo[4,5-g]isoquinolin-2-yl)-1-(isoxazol-5-ylmethyl)-1H-indole-7-carbonitrile